3,6-diphenyl-1,8-dibromocarbazole C1(=CC=CC=C1)C=1C=C(C=2NC3=C(C=C(C=C3C2C1)C1=CC=CC=C1)Br)Br